[Al+3].CC1(C(=O)[O-])C(C(=O)[O-])CCCC1.CC1(C(=O)[O-])C(C(=O)[O-])CCCC1.CC1(C(=O)[O-])C(C(=O)[O-])CCCC1.[Al+3] methylhexahydrophthalic acid aluminum salt